CS(=O)(=O)C1=CC=CC=2C=3N(C(=NC12)N[C@H]1C(NCCCC1)=O)N=C(N3)C=3C=NN(C3)C (3R)-3-{[7-(methylsulfonyl)-2-(1-methyl-1H-pyrazol-4-yl)[1,2,4]triazolo[1,5-c]quinazolin-5-yl]amino}azepan-2-one